3-(methylamino)-3-oxopropyl-6-(1H-pyrazol-4-yl)quinoline-3-carboxamide CNC(CCC1=NC2=CC=C(C=C2C=C1C(=O)N)C=1C=NNC1)=O